The molecule is a polysaccharide derivative comprised of a [2)-alpha-L-Rhap(III)-(1->2)-alpha-L-Rhap(II)-(1->3)-alpha-L-Rhap(I)-(1->3)-beta-D-GlcpNAc-(1->] tetrasaccharide repeat modified by the (1->4) linkage of an alpha-D-glucosyl group to the GlcNAc residue. It has a role as an antigen. C[C@H]1[C@@H]([C@H]([C@H]([C@@H](O1)O[C@@H]2[C@@H]([C@H]([C@@H](O[C@H]2O[C@@H]3[C@H]([C@@H](O[C@H]([C@@H]3O)O[C@@H]4[C@H]([C@@H](O[C@@H]([C@H]4O[C@@H]5[C@@H]([C@H]([C@@H]([C@H](O5)CO)O)O)O)CO)O)NC(=O)C)C)O)C)O)O)O)O)O